1-(4-ethyl-3,5-dimethylphenyl)cyclohexane-1,4-diamine C(C)C1=C(C=C(C=C1C)C1(CCC(CC1)N)N)C